ClC=1C(=C2C=NNC2=C(C1F)CO)C=1C=CC=2N(C1)C=C(N2)NC(=O)C2C(C2)F N-(6-(5-chloro-6-fluoro-7-(hydroxymethyl)-1H-indazol-4-yl)imidazo[1,2-a]pyridin-2-yl)-2-fluorocyclopropane-1-carboxamide